COC1=C(C=C(C=C1)OC1CCC(CC1)C(F)(F)F)[N+](=O)[O-] 1-Methoxy-2-nitro-4-((4-(tri-fluoromethyl)cyclohexyl)oxy)-benzene